[Zr].[Sn] stannum zirconium